tert-Butyl (4-(pyridin-4-yl)-1,3-dihydroisobenzofuran-1-yl)methylcarbamate N1=CC=C(C=C1)C1=C2COC(C2=CC=C1)CNC(OC(C)(C)C)=O